COC(C1=CC(=CC=C1)C=1C=NN(C1)C)=O 3-(1-methyl-1H-pyrazol-4-yl)benzoic acid methyl ester